S[P] thia-methyl-phosphorus